3-amino-4-((4-bromobenzyl)amino)benzonitrile NC=1C=C(C#N)C=CC1NCC1=CC=C(C=C1)Br